indan-4-ol C1CCC=2C(=CC=CC12)O